BrC1C(C2=C(C(=CC=C2C1)F)F)=O 2-bromo-6,7-difluoro-2,3-dihydro-1H-inden-1-one